1,1,2,2-tetrafluoroethyl isobutyl ether C(C(C)C)OC(C(F)F)(F)F